(3-((tert-butyldimethylsilyl)oxy)phenyl)methanol [Si](C)(C)(C(C)(C)C)OC=1C=C(C=CC1)CO